C(C)(=O)NC1=CC=C(C=C1)N(C(CN1C(=NC2=C1C=C(C=C2)C#N)C#N)=O)CC2=CSC=C2 N-(4-acetamidophenyl)-2-(2,6-dicyanobenzimidazol-1-yl)-N-(3-thienylmethyl)acetamide